N-(2,4-Dimethyl-5-(((trifluoromethyl)sulfonyl)amino)phenyl)acetamide, potassium salt [K].CC1=C(C=C(C(=C1)C)NS(=O)(=O)C(F)(F)F)NC(C)=O